3'-O-(N-methylanthraniloyl)adenosine 5'-triphosphate P(O)(=O)(OP(=O)(O)OP(=O)(O)O)OC[C@@H]1[C@H]([C@H]([C@@H](O1)N1C=NC=2C(N)=NC=NC12)O)OC(C=1C(NC)=CC=CC1)=O